FC1=CC=2C=3N(C(=NC2C=C1)N[C@H]1C(NCCNC1)=O)N=C(N3)C3=CC=C(C=C3)OC (6R)-6-{[9-fluoro-2-(4-methoxyphenyl)[1,2,4]triazolo[1,5-c]quinazolin-5-yl]amino}-1,4-diazepan-5-one